tert-butyl 4-(6-((4-(methoxycarbonyl)-2-(trifluoromethyl)benzyl)oxy)pyridin-2-yl)piperidine-1-carboxylate COC(=O)C1=CC(=C(COC2=CC=CC(=N2)C2CCN(CC2)C(=O)OC(C)(C)C)C=C1)C(F)(F)F